ClC=1C(=NC(=NC1)N[C@H]1[C@@](CCCC1)(O)C)C1=CC2=C(N=C3N2[C@H](CCN3C)C)C(=C1)F (1R,2R)-2-((5-chloro-4-((S)-9-fluoro-1,4-dimethyl-1,2,3,4-tetrahydrobenzo[4,5]imidazo[1,2-a]pyrimidin-7-yl)pyrimidin-2-yl)amino)-1-methylcyclohexan-1-ol